6-(2-nitro-5-propargyloxybenzyl)-2',3',5'-tri-O-tert-butyldimethylsilylguanosine [N+](=O)([O-])C1=C(CC2(C=3N=CN([C@H]4[C@H](O[Si](C)(C)C(C)(C)C)[C@H](O[Si](C)(C)C(C)(C)C)[C@@H](CO[Si](C)(C)C(C)(C)C)O4)C3N=C(N2)N)O)C=C(C=C1)OCC#C